4-chloro-butoxyquinoline-2-one ClCCCCOC=1C(NC2=CC=CC=C2C1)=O